methyl (2S)-2-(3-bromophenoxy)propanoate BrC=1C=C(O[C@H](C(=O)OC)C)C=CC1